FC1=C(C=C2CCC([C@H](C2=C1)NC(O[C@@H]1CN2CCC1CC2)=O)(C)C)C2=CC=C(C=C2)CCC (S)-quinuclidin-3-yl ((R)-7-fluoro-2,2-dimethyl-6-(4-propylphenyl)-1,2,3,4-tetrahydronaphthalen-1-yl)carbamate